3,4-diaminoadipic acid NC(CC(=O)O)C(CC(=O)O)N